P(=O)([O-])([O-])[O-].[Mg+2].[Mg+2].[Mg+2].P(=O)([O-])([O-])[O-] tri-magnesium orthophosphate